ClC1=NN(N=C1)C=1C(=C(N)C=CC1C(F)(F)F)F 3-(4-chloro-2H-1,2,3-triazol-2-yl)-2-fluoro-4-(trifluoromethyl)aniline